2-(trans-4-((4-(1-Isopropyl-1H-pyrazol-4-yl)pyridin-2-yl)((trans-4-(5-methoxy-6-methylpyridin-2-yl)cyclohexyl)methyl)carbamoyl)cyclohexyl)acetic acid C(C)(C)N1N=CC(=C1)C1=CC(=NC=C1)N(C(=O)[C@@H]1CC[C@H](CC1)CC(=O)O)C[C@@H]1CC[C@H](CC1)C1=NC(=C(C=C1)OC)C